CN1C(=NC=2C1=NC=CC2)C2=C(C=C(C(=C2C2=CC=C(C=C2)N2C1=CC=CC=C1OC=1C=CC=CC21)C2=NC=1C(=NC=CC1)N2C)C2=NC=1C(=NC=CC1)N2C)C2=CC=C(C=C2)N2C1=CC=CC=C1OC=1C=CC=CC21 10,10'-(2',4',5'-tris(3-methyl-3H-imidazo[4,5-b]pyridin-2-yl)-[1,1':3',1''-terphenyl]-4,4''-diyl)bis(10H-phenoxazine)